(3-fluoro-4-(trifluoromethoxy)phenyl)(trans-3-(trifluoromethyl)cyclobutyl)methanol (S)-quinuclidin-3-yl-(5-(4-methoxyphenyl)-2,2-dimethyl-2,3-dihydro-1H-inden-1-yl)carbamat N12CC(C(CC1)CC2)N(C(=O)OC([C@@H]2C[C@H](C2)C(F)(F)F)C2=CC(=C(C=C2)OC(F)(F)F)F)[C@H]2C(CC1=CC(=CC=C21)C2=CC=C(C=C2)OC)(C)C